(±)-3-((4-(piperazin-1-yl)phenyl)amino)piperidine-2,6-dione hydrochloride Cl.N1(CCNCC1)C1=CC=C(C=C1)N[C@H]1C(NC(CC1)=O)=O |r|